5-ethylsulfanyl-N-methyl-4-[3-methyl-6-(trifluoromethyl)imidazo[4,5-b]pyridin-2-yl]-2-nitro-aniline C(C)SC=1C(=CC(=C(NC)C1)[N+](=O)[O-])C1=NC=2C(=NC=C(C2)C(F)(F)F)N1C